acryloyloxybutyric acid phosphate P(=O)(O)(O)O.C(C=C)(=O)OC(C(=O)O)CC